C(C)C1=CC=C(C=C1)C(CC1=CC=CC=C1)=O 1-(4-ethylphenyl)-2-phenylethanone